CC1=C(C=C(C(=C1)I)C)I 1,4-dimethyl-2,5-diiodobenzene